8-(4-(methoxy)phenyl)-N-(4-(isobutylpiperazin-1-yl)phenyl)quinazolin-2-amine COC1=CC=C(C=C1)C=1C=CC=C2C=NC(=NC12)NC1=CC=C(C=C1)N1C(CNCC1)CC(C)C